C(C)C=1C(=NC=C(N1)Cl)NC1(COC1)C ethyl-5-chloro-N-(3-methyloxetan-3-yl)pyrazin-2-amine